(3,5-dichloro-4-((2-ethyl-1-oxo-1,2,3,4-tetrahydroisoquinolin-6-yl)oxy)phenyl)-3,5-dioxo-2,3,4,5-tetrahydro-1,2,4-triazine-6-carbonitrile ClC=1C=C(C=C(C1OC=1C=C2CCN(C(C2=CC1)=O)CC)Cl)N1N=C(C(NC1=O)=O)C#N